2-(2-((tert-butyldimethylsilyloxy)ethoxy)phenylmethyl)ethane-1,2-diamine [Si](C)(C)(C(C)(C)C)OCCOC1=C(C=CC=C1)CC(CN)N